Cl.Cl.N[C@@H]1CN(C[C@@H](C1)C)C1=C(C=NC=C1)NC(=O)C=1C(=C(C(=CC1)F)C1=C(C=C(C=C1F)CO)F)F N-(4-((3S,5R)-3-amino-5-methylpiperidin-1-yl)pyridin-3-yl)-2,2',6,6'-tetrafluoro-4'-(hydroxymethyl)-[1,1'-biphenyl]-3-carboxamide dihydrochloride